4-(2-iodophenyl)tetrahydropyran IC1=C(C=CC=C1)C1CCOCC1